N(CCC1=CNC=N1)[2H] histamine-d